OC(C#CC=1C2=C(C(N(C1)C)=O)NC(=C2C(=O)OCC)C)(CO)C ethyl 4-(3,4-dihydroxy-3-methyl-but-1-ynyl)-2,6-dimethyl-7-oxo-1H-pyrrolo[2,3-c]pyridine-3-carboxylate